O1C(=CC=C1)CNC1=C2C(N(C(C2=CC=C1)=O)C(C(=O)O)CCC(=O)O)=O 2-{4-[(furan-2-yl-methyl)-amino]-1,3-dioxo-1,3-dihydro-isoindol-2-yl}-glutaric acid